2-(3-(dimethylamino)acryloyl)-1-methyl-1,5,6,7-tetrahydro-4H-imidazo[4,5-c]pyridin-4-one CN(C=CC(=O)C=1N(C2=C(C(NCC2)=O)N1)C)C